1-(3-(aminomethyl)-1-(4-(trifluoromethoxy)phenyl)-1H-pyrazolo[3,4-b]pyridin-4-yl)-N,N-dimethylmethanamine NCC1=NN(C2=NC=CC(=C21)CN(C)C)C2=CC=C(C=C2)OC(F)(F)F